2-((2-(2,6-dioxopiperidin-3-yl)-1,3-dioxoisoindolin-4-yl)oxy)-N-(2-(2-hydroxyethoxy)ethyl)acetamide O=C1NC(CCC1N1C(C2=CC=CC(=C2C1=O)OCC(=O)NCCOCCO)=O)=O